[Ni].[Cu].[Fe] iron-copper nickel